6-(4-methoxybenzyl)-3-(3-fluorobenzyl)-2,3,4,6-tetrahydropyrido[3,4-c][1,8]naphthyridin-5(1H)-one COC1=CC=C(CN2C(C3=C(C=4C=CC=NC24)CCN(C3)CC3=CC(=CC=C3)F)=O)C=C1